C(C)N(C1=CC=C2C=C(C(OC2=C1)=O)C(=O)NN)CC 7-(diethylamino)-2-oxo-2H-chromene-3-carbohydrazide